(S)-1'-(6-amino-5-((2-amino-3-chloropyridin-4-yl)thio)pyrazin-2-yl)-4,6-dihydrospiro[cyclopenta[b]furan-5,4'-piperidin]-4-amine NC1=C(N=CC(=N1)N1CCC2(CC1)[C@@H](C1=C(OC=C1)C2)N)SC2=C(C(=NC=C2)N)Cl